ClC1=NN(C=C1C(=O)NC1CCC(CC1)NC1=CC=CC=2N1C=C(N2)C(F)(F)F)CCF 3-chloro-1-(2-fluoroethyl)-N-[(1s,4s)-4-{[2-(trifluoromethyl)imidazo[1,2-a]pyridin-5-yl]amino}cyclohexyl]-1H-pyrazole-4-carboxamide